1-(2-([1,1'-biphenyl]-4-yloxy)ethyl)-2-methyl-1H-indole-3-carbaldehyde C1(=CC=C(C=C1)OCCN1C(=C(C2=CC=CC=C12)C=O)C)C1=CC=CC=C1